5-((1S,2R)-1-(8-acetyl-6-chloro-4-cyclopropyl-1,1-dioxido-3,4-dihydro-2H-benzo[e][1,2,4]thiadiazin-2-yl)-2-(6-fluoro-2,3-dimethylphenyl)propyl)-1,3,4-oxadiazol-2(3H)-one C(C)(=O)C1=CC(=CC=2N(CN(S(C21)(=O)=O)[C@@H]([C@H](C)C2=C(C(=CC=C2F)C)C)C2=NNC(O2)=O)C2CC2)Cl